S-[[2-amino-6-(2-fluorophenyl)-3-pyridyl]] N,N-dimethylcarbamothioate CN(C(SC=1C(=NC(=CC1)C1=C(C=CC=C1)F)N)=O)C